[6-hydroxy-2-(4-hydroxyphenyl)-1-benzothiophen-3-yl]-[4-(2-piperidin-1-ylethoxy)phenyl]methanone hydrochloride Cl.OC1=CC2=C(C(=C(S2)C2=CC=C(C=C2)O)C(=O)C2=CC=C(C=C2)OCCN2CCCCC2)C=C1